BrC=1C=C2CCC(CC2=CC1)N 6-bromo-1,2,3,4-tetrahydronaphthalen-2-amine